[Pd+2].C(C1=CC=CC=C1)=CC(=O)C=CC1=CC=CC=C1.C(C1=CC=CC=C1)=CC(=O)C=CC1=CC=CC=C1 bis(dibenzylideneacetone) palladium(II)